N-((3-methoxyphenyl)carbamoyl)benzimidazole COC=1C=C(C=CC1)NC(=O)N1C=NC2=C1C=CC=C2